N-(4-((4-Methylpiperazin-1-yl)methyl)-3-(trifluoromethyl)phenyl)-5-((6-(2-morpholinoethoxy)imidazo[1,2-b]pyridazin-3-yl)ethynyl)nicotinamide CN1CCN(CC1)CC1=C(C=C(C=C1)NC(C1=CN=CC(=C1)C#CC1=CN=C2N1N=C(C=C2)OCCN2CCOCC2)=O)C(F)(F)F